tert-Butyl (2-((((2-acetyl-4-(((2-(bis(tert-butoxycarbonyl)amino)ethyl)carbamoyl)oxy)naphtho[2,3-b]furan-9-yl)oxy)carbonyl)amino)ethyl)(tert-butoxycarbonyl)carbamate C(C)(=O)C1=CC2=C(O1)C(=C1C=CC=CC1=C2OC(NCCN(C(=O)OC(C)(C)C)C(=O)OC(C)(C)C)=O)OC(=O)NCCN(C(OC(C)(C)C)=O)C(=O)OC(C)(C)C